NC1=CC=C(C=C1)N(C(C)=O)CCCN(C)C N-(4-aminophenyl)-N-(3-(dimethyl-amino)propyl)acetamide